(Z)-N-(2-hydroxyethyl)-N,3-dimethyl-N'-(3-methyl-7-morpholino-3H-imidazo[4,5-b]pyridin-5-yl)benzohydrazonamide OCCN(\C(\C1=CC(=CC=C1)C)=N/NC1=CC(=C2C(=N1)N(C=N2)C)N2CCOCC2)C